NC=1N=C(N=C(N1)N)CC1=NC(=NC(=N1)N)N 1,1-bis-(3,5-diamino-2,4,6-triazinyl)methane